5-(Difluoromethoxy)-2-(4-{[(3R)-1-methylpiperidin-3-yl]amino}-7,8-dihydro-5H-pyrano[3,4-d]pyridazin-1-yl)phenol dihydrochloride Cl.Cl.FC(OC=1C=CC(=C(C1)O)C1=C2C(=C(N=N1)N[C@H]1CN(CCC1)C)COCC2)F